N-(4-(2-fluoro-4-methoxyphenoxy)phenyl)quinolin-2-amine FC1=C(OC2=CC=C(C=C2)NC2=NC3=CC=CC=C3C=C2)C=CC(=C1)OC